[(3R)-3-methyl[1,4'-bipiperidine]-1'-yl](2-{[1-(5-methylpyridin-2-yl)ethyl]amino}-1,3-thiazol-5-yl)methanone formate C(=O)O.C[C@H]1CN(CCC1)C1CCN(CC1)C(=O)C1=CN=C(S1)NC(C)C1=NC=C(C=C1)C